pyrazole Succinate C(CCC(=O)O)(=O)O.N1N=CC=C1